N-(6-(6-(1-methyl-cyclopropyl)imidazo-[1,2-a]pyridin-3-yl)-pyridin-2-yl)-2-azaspiro[3.3]heptan-6-amine CC1(CC1)C=1C=CC=2N(C1)C(=CN2)C2=CC=CC(=N2)NC2CC1(CNC1)C2